BrC1C2(C1)COC1=C(O2)C=CC=C1 bromo-3H-spiro[benzo[b][1,4]dioxine-2,1'-cyclopropane]